C1(=CC=CC=C1)C(CN)CN 2-phenyl-1,3-propanediamine